CP(=O)(C)C=1C=CC(=C(C(=O)N)C1)O 5-(dimethylphosphoryl)-2-hydroxybenzamide